2-Methoxy-3-(1-(2-(2-methoxyphenyl)-2-((tetrahydro-2H-pyran-4-yl)oxy)ethyl)-5-methyl-6-(oxazol-2-yl)-2,4-dioxo-1,4-dihydrothieno[2,3-d]pyrimidin-3(2H)-yl)benzoic acid COC1=C(C(=O)O)C=CC=C1N1C(N(C2=C(C1=O)C(=C(S2)C=2OC=CN2)C)CC(OC2CCOCC2)C2=C(C=CC=C2)OC)=O